ethyl 2-[[2-amino-1-(3-chlorophenyl)ethyl]amino]-6-(5,6-dimethoxybenzimidazol-1-yl)pyridine-3-carboxylate hydrochloride Cl.NCC(C1=CC(=CC=C1)Cl)NC1=NC(=CC=C1C(=O)OCC)N1C=NC2=C1C=C(C(=C2)OC)OC